CN1C(=O)C2C3(C=CC(C2C1=O)C3)CCC=C N-methyl-allylmethylbicyclo[2.2.1]hept-5-ene-2,3-dicarboximide